C1(CCC1)N1C(=NC2=C1C=C(C=C2F)C(C)(C)O)NC(CC2(CC2)C)=O N-(1-cyclobutyl-4-fluoro-6-(2-hydroxypropan-2-yl)-1H-benzo[d]imidazol-2-yl)-2-(1-methylcyclopropyl)acetamide